4-(2-Azaspiro[4.5]decan-2-yl)pyrrolo[1,2-a]quinoxaline-7-carboxylic acid C1N(CCC12CCCCC2)C=2C=1N(C3=CC=C(C=C3N2)C(=O)O)C=CC1